C(C)(C)(C)OC(=O)N1CC(C1)(C)CCN 3-(2-aminoethyl)-3-methylazetidine-1-carboxylic acid tert-butyl ester